N(=[N+]=[N-])C1=C(CO)C=C(C=C1)F 2-azido-5-fluorobenzyl alcohol